2-(4-chlorophenoxy)acetonitrile ClC1=CC=C(OCC#N)C=C1